5,6-difluoro-3-[5H,6H,8H-pyrano[3,4-b]pyridin-2-yl]-1H-indazole FC=1C=C2C(=NNC2=CC1F)C1=CC=C2C(=N1)COCC2